4-(((R)-1-(3-(difluoromethyl)-2-fluorophenyl)ethyl)amino)-6-((S)-2,2-dimethylcyclopropyl)-2-methyl-2,6-dihydropyrido[3,4-d]pyridazine-1,7-dione FC(C=1C(=C(C=CC1)[C@@H](C)NC1=NN(C(C=2C1=CN(C(C2)=O)[C@@H]2C(C2)(C)C)=O)C)F)F